2-(6,7-dihydro-5H-pyrrolo[1,2-c]imidazole-1-yl)-2-[6-[4-(1-methyl-4-piperidyl)phenyl]-4-oxo-2H-1,3-benzoxazin-3-yl]acetic acid C1(=C2N(C=N1)CCC2)C(C(=O)O)N2COC1=C(C2=O)C=C(C=C1)C1=CC=C(C=C1)C1CCN(CC1)C